[Na+].C(C)OP([S-])(OCC)=S Diethyldithiophosphoric acid sodium salt